ClCCCCCCC1=CC=C(C=C1)N(C1=CC=C(C=C1)CCCCCCCl)C1=CC=C(C=C1)B1OC(C)(C)C(C)(C)O1 4-{N,N-bis[4-(6-chlorohexyl)phenyl]amino}phenylboronic acid pinacol ester